(6-(trifluoromethyl)benzothiophen-2-yl)carbamic acid tert-butyl ester C(C)(C)(C)OC(NC=1SC2=C(C1)C=CC(=C2)C(F)(F)F)=O